2-((2S,4S)-1-acryloyl-4-(8-chloro-7-(6-chloro-5-methyl-1H-indazol-4-yl)-6-fluoro-4-(((S)-1-methylpyrrolidin-2-yl)methoxy)-1H-pyrazolo[4,3-c]quinolin-1-yl)piperidin-2-yl)acetonitrile C(C=C)(=O)N1[C@@H](C[C@H](CC1)N1N=CC=2C(=NC=3C(=C(C(=CC3C21)Cl)C2=C1C=NNC1=CC(=C2C)Cl)F)OC[C@H]2N(CCC2)C)CC#N